1-(6,7-Dichloro-10-(1H-pyrazol-4-yl)-3,4-dihydropyrazino[1,2-a]indol-2(1H)-yl)-2-(1,4-dioxan-2-yl)ethan-1-one ClC1=C(C=CC=2C(=C3N(C12)CCN(C3)C(CC3OCCOC3)=O)C=3C=NNC3)Cl